ClC1=CC=C2C(=CNC2=C1S(=O)C)S(=O)(=O)NC1=NC(=C(C(=N1)OC)OCCF)OC 6-chloro-N-[5-(2-fluoroethoxy)-4,6-dimethoxy-pyrimidin-2-yl]-7-methylsulfinyl-1H-indole-3-sulfonic acid amide